C(=CC=C)OC(C1=CC(=CC=C1)Cl)=O.C(C)C(CCCOC1=CSC=C1OCCCC(CC)CC)CC 3,4-bis(4-ethylhexyloxy)thiophene but-1,3-dien-1-yl-3-chlorobenzoate